OC(CC(=O)OC(CC(C)O)=O)C 3-hydroxybutanoic anhydride